C(CCCCCCC(C)C)(=O)[O-].[Zn+2].C(CCCCCCC(C)C)(=O)[O-] zinc isodecanoate